C(C1=CC=CC=C1)N1N=C(C(N(C1=O)CC1=CC=CC=C1)=O)C1=CC=C(C=C1)OC 2,4-dibenzyl-6-(4-methoxyphenyl)-1,2,4-triazine-3,5(2H,4H)-dione